C1(CC1)C=1C(=NON1)C(=O)N[C@H](C=1N=C2N(N=CC(=C2)CN2C(NC[C@@](C2)(C)F)=O)C1)C1CCC(CC1)(F)F |o1:25| 4-Cyclopropyl-N-((S)-(4,4-difluorocyclohexyl)(7-(((R*)-5-fluoro-5-methyl-2-oxotetrahydropyrimidin-1(2H)-yl)methyl)imidazo[1,2-b]pyridazin-2-yl)methyl)-1,2,5-oxadiazole-3-carboxamide